Bis(1,1-dimethylethyl)methylaluminium CC(C)(C)[Al](C)C(C)(C)C